C([C@H](O)C)(=O)O |r| (±)-DL-lactic acid